C(CC(O)(C(=O)O)CC(=O)O)(=O)O.CC1=NC=C(C=C1)C(C)(C)N1C[C@@](CC1)(C1OCCC1)CCC1=CC=CC=C1 |o1:25| 2-methyl-5-(2-((3R or S)-3-phenethyl-3-(tetrahydrofuran-2-yl)pyrrolidin-1-yl)propan-2-yl)pyridine citrate